C(CC\C=C/C\C=C/C\C=C/C\C=C/C\C=C/C\C=C/CC)(=O)OC=1C(C2=CC=CC=C2C(C1C1CCC(CC1)C1=CC=C(C=C1)Cl)=O)=O 3-((1r,4r)-4-(4-chlorophenyl) cyclohexyl)-1,4-dioxo-1,4-dihydronaphthalen-2-yl (4Z,7Z,10Z,13Z,16Z,19Z)-docosa-4,7,10,13,16,19-hexaenoate